7-(methyl)guanine CN1C=NC=2N=C(NC(C12)=O)N